C(C)(C)(C)OC(NC1=CC=C(C=C1)N1CC2(CN(C2)C2CCN(CC2)C2=C3C(N(C(C3=CC=C2)=O)C2C(NC(CC2)=O)=O)=O)C1)=O tert-butyl-N-[4-[2-[1-[2-(2,6-dioxo-3-piperidyl)-1,3-dioxo-isoindolin-4-yl]-4-piperidyl]-2,6-diazaspiro[3.3]heptan-6-yl]phenyl]carbamate